(1S,5R)-1-ethyl-5-methyl-8-azabicyclo[3.2.1]octan-3-one C(C)[C@@]12CC(C[C@@](CC1)(N2)C)=O